N-Ethyl-N-[(E)-(1-Hydroxy-3H-2,1-benzoxaborol-5-yl)methylenamino]-1H-pyrazolo[4,3-d]pyrimidin-7-amin C(C)N(C=1C2=C(N=CN1)C=NN2)/N=C/C=2C=CC1=C(COB1O)C2